N-[1-(2-{6-[(3R)-3-aminopiperidine-1-carbonyl]-3-methylpyrazolo[1,5-a]pyridin-2-yl}-1-(cyclopropylmethyl)-1H-indol-6-yl)azetidin-3-yl]-N-methyl-methanesulfonamide N[C@H]1CN(CCC1)C(=O)C=1C=CC=2N(C1)N=C(C2C)C=2N(C1=CC(=CC=C1C2)N2CC(C2)N(S(=O)(=O)C)C)CC2CC2